ClC1=C(C(=NC2=C(C=C(C=C12)F)C(C)=O)C1(CCOCC1)C)C 1-(4-chloro-6-fluoro-3-methyl-2-(4-methyltetrahydro-2H-pyran-4-yl)quinolin-8-yl)ethan-1-one